NC1=CC(=C(OC2=C3C(=NC=C2)N(N=C3NC(C)CC(F)F)CC3=CC=C(C=C3)OC)C=C1)F 4-(4-amino-2-fluoro-phenoxy)-N-(4,4-difluorobutan-2-yl)-1-(4-methoxybenzyl)-1H-pyrazolo[3,4-b]-pyridin-3-amine